(S)-3-amino-7-(3-cyclohexylpropoxy)-5-methyl-2,3-dihydrobenzo[b][1,4]oxazepin-4(5H)-one hydrochloride Cl.N[C@@H]1C(N(C2=C(OC1)C=CC(=C2)OCCCC2CCCCC2)C)=O